OC(C)(C)C1=CN=C(S1)[S@](=O)(N)=NC(NC1=C2C(=NC3=C1CCC3)C(CC2)C)=O (S)-5-(2-hydroxypropan-2-yl)-N'-((3-methyl-1,2,3,5,6,7-hexahydrodicyclopenta[b,e]pyridin-8-yl)carbamoyl)thiazole-2-sulfonimidamide